zinc (II) trifluoro-methanesulfonate FC(S(=O)(=O)[O-])(F)F.[Zn+2].FC(S(=O)(=O)[O-])(F)F